3-bromo-6-chloro-5-methyl-1-(oxazin-2-yl)-1H,4H,5H-pyrazolo[3,4-d]pyrimidin-4-one BrC1=NN(C=2N=C(N(C(C21)=O)C)Cl)N2OC=CC=C2